p-vinylphenyl-benzene oxide C(=C)C1=CC2C(C=C1)(C1=CC=CC=C1)O2